8-chloro-2-(4-methoxyphenyl)-3,4-dihydroquinazoline-4-carboxylic acid ClC=1C=CC=C2C(NC(=NC12)C1=CC=C(C=C1)OC)C(=O)O